6-methyl-2,3-dihydrophthalazine-1,4-dione CC=1C=C2C(NNC(C2=CC1)=O)=O